C(C1=CC=CC=C1)OC(=O)N[C@H](C(=O)OC)CC1=CC=C(C=C1)OP(=O)(OC1=CC=C(C=C1)[N+](=O)[O-])N[C@H](C(=O)OC)C methyl (2S)-2-(((benzyloxy)carbonyl)amino)-3-(4-(((((S)-1-methoxy-1-oxopropan-2-yl)amino)(4-nitrophenoxy)phosphoryl)oxy)phenyl)propanoate